NC1=C2N=CN(C2=NC(=N1)F)[C@H]1C[C@@H]([C@](O1)(CO)C#C)O (2r,3s,5r)-5-(6-amino-2-fluoro-9H-purin-9-yl)-2-ethynyl-2-(hydroxymethyl)tetrahydrofuran-3-ol